NC([C@H](CC1C(NC(C1)(C)C)=O)NC(OC(C)(C)C)=O)=O tert-butyl ((2S)-1-amino-3-(5,5-dimethyl-2-oxopyrrolidin-3-yl)-1-oxopropan-2-yl)carbamate